FC1([C@@H]([C@@H](CN(C1)C1=NC=CC(=N1)NC=1N=CC2=C(N=CC(=C2C1)C(C)C)N1[C@@H]([C@H](C1)CS(=O)(=O)C)C)O)OC)F (3R,4R)-5,5-difluoro-1-[4-({8-[(2R,3S)-3-(methanesulfonylmeth-yl)-2-methylazetidin-1-yl]-5-(propan-2-yl)-2,7-naphthyridin-3-yl}amino)pyrimidin-2-yl]-4-methoxypiperidin-3-ol